3-(1-adamantyl)-4-methoxyphenyl-boric acid C12(CC3CC(CC(C1)C3)C2)C=2C=C(C=CC2OC)OB(O)O